((2,2,4,6,7-pentamethyl-2,3-dihydrobenzofuran-5-yl) sulfonyl)-L-argininate CC1(OC2=C(C1)C(=C(C(=C2C)C)S(=O)(=O)N[C@@H](CCCNC(N)=N)C(=O)[O-])C)C